NC1(CC(=CC=C1)C)C(=O)O 3-amino-m-toluic acid